tert-butyl 3-(2-(3-((2-((S)-2-acetamido-4-(tert-butoxy)-4-oxobutanamido)-4-(pyridin-3-yl)butanamido)methyl)-4-methylphenoxy)ethyl)piperidine-1-carboxylate C(C)(=O)N[C@H](C(=O)NC(C(=O)NCC=1C=C(OCCC2CN(CCC2)C(=O)OC(C)(C)C)C=CC1C)CCC=1C=NC=CC1)CC(=O)OC(C)(C)C